C(C1=CC=CC=C1)N(C(C(O)C1CCCCC1)=O)C1=C(C=CC(=C1)C)NC(C1=C(C(=C(C(=C1F)F)F)F)F)=O N-(2-(N-benzyl-2-cyclohexyl-2-hydroxyacetamido)-4-METHYLPHENYL)-2,3,4,5,6-pentafluorobenzamide